methyl mannuronate O=C[C@@H](O)[C@@H](O)[C@H](O)[C@H](O)C(=O)OC